NC(C)C=1C=C(C=C2C(N(C(=NC12)N1CCCCC1)C)=O)C 8-(1-aminoethyl)-3,6-dimethyl-2-(piperidin-1-yl)quinazolin-4(3H)-one